N-(6-((3R,5S)-4-(2-Amino-2-oxoethyl)-3,5-dimethylpiperazin-1-yl)-2,2-dimethyl-2,3-dihydrobenzofuran-5-yl)pyrazolo[1,5-a]pyrimidine-3-carboxamide NC(CN1[C@@H](CN(C[C@@H]1C)C1=CC2=C(CC(O2)(C)C)C=C1NC(=O)C=1C=NN2C1N=CC=C2)C)=O